C(#N)CC1(CC1)CN1C(=NC2=C1C=CC(=C2)C(=O)O)CN2CCC(CC2)C2=NC(=CC=C2)OCC2=C(C=C(C=C2)C(=O)C2CC2)F 1-((1-(cyanomethyl)cyclopropyl)methyl)-2-((4-(6-((4-(cyclopropanecarbonyl)-2-fluorobenzyl)oxy)pyridin-2-yl)piperidin-1-yl)methyl)-1H-benzo[d]imidazole-5-carboxylic acid